FC1CN(CCC1NC1=CC=CC2=C1SC(=C2CC(F)(F)F)C#CCNC=2C=CC(=NC2OC)C(=O)NC)C 5-((3-(7-((3-fluoro-1-methylpiperidin-4-yl)amino)-3-(2,2,2-trifluoroethyl)benzo[b]thiophen-2-yl)prop-2-yn-1-yl)amino)-6-methoxy-N-methylpicolinamide